FC=1C(=NC(=NC1)C1=C(N(C2=NC=CC=C21)S(=O)(=O)C2=CC=C(C)C=C2)C)NC2C(C1CCC2CC1)C(=O)OC (+/-)-trans-methyl 3-((5-fluoro-2-(2-methyl-1-tosyl-1H-pyrrolo[2,3-b]pyridin-3-yl)pyrimidin-4-yl)amino)bicyclo[2.2.2]octane-2-carboxylate